C(C)(C)(C)NC1=CC(=C2C(=N1)C=C(S2)C2=CC=NN2C2OCCCC2)NCC2CCC2 N5-(tert-butyl)-N7-(cyclobutylmethyl)-2-(1-(tetrahydro-2H-pyran-2-yl)-1H-pyrazol-5-yl)thieno[3,2-b]pyridine-5,7-diamine